The molecule is a hexadecenoyl-CoA that results from the formal condensation of the thiol group of coenzyme A with the carboxy group of (14E)-hexadecenoic acid. It is a conjugate acid of a (14E)-hexadecenoyl-CoA(4-). C/C=C/CCCCCCCCCCCCC(=O)SCCNC(=O)CCNC(=O)[C@@H](C(C)(C)COP(=O)(O)OP(=O)(O)OC[C@@H]1[C@H]([C@H]([C@@H](O1)N2C=NC3=C(N=CN=C32)N)O)OP(=O)(O)O)O